CN1N=C(C(=C1)[C@@H]1N(CCC1)CC1=CC=C(OC2=C(C=C(C(=O)N)C=C2)F)C=C1)C |r| (+/-)-4-(4-{[2-(1,3-Dimethyl-1H-pyrazol-4-yl)pyrrolidin-1-yl]methyl}phenoxy)-3-fluorobenzamide